[N+](=O)([O-])C1=CN=C(S1)NC(C1=CC=CC=C1)=O N-(5-Nitrothiazol-2-yl)benzamide